N-(3-(((3-cyclopropyl-1H-pyrazolo[3,4-b]pyridin-5-yl)oxy)methyl)-2,4-difluorophenyl)-5-fluoro-2-methoxypyridine-3-sulfonamide C1(CC1)C1=NNC2=NC=C(C=C21)OCC=2C(=C(C=CC2F)NS(=O)(=O)C=2C(=NC=C(C2)F)OC)F